C(C)C1=C(CNC(=O)C=2C=NN(C2F)C)C=C(C=C1)F N-(2-ethyl-5-fluorobenzyl)-5-fluoro-1-methyl-1H-pyrazole-4-carboxamide